1-(4-(1-allyl-4-amino-1H-pyrazolo[3,4-d]pyrimidin-3-yl)-2-fluorophenyl)-3-(5-(tert-butyl)isoxazol-3-yl)urea C(C=C)N1N=C(C=2C1=NC=NC2N)C2=CC(=C(C=C2)NC(=O)NC2=NOC(=C2)C(C)(C)C)F